C(#N)C1=CC(=C(COC2=CC=CC(=N2)C2CCN(CC2)CC2=NC3=C(N2C[C@@H]2OCC2)C=C(C=C3)C(=O)O)C=C1)F 2-[(4-{6-[(4-cyano-2-fluorobenzyl)oxy]pyridin-2-yl}piperidin-1-yl)methyl]-1-[(2R)-oxetan-2-ylmethyl]-1H-benzimidazole-6-carboxylic acid